C(=O)(O)C1=C(CN2C3=CC(=CC=C3C=3CCCCC23)C(=O)O)C=CC=C1 9-(2-carboxybenzyl)-2,3,4,9-tetrahydro-1H-carbazole-7-carboxylic acid